2-(2,6-dioxopiperidin-3-yl)-4-[(pyrrolidin-2-yl)methoxy]-2,3-dihydro-1H-isoindole-1,3-dione O=C1NC(CCC1N1C(C2=CC=CC(=C2C1=O)OCC1NCCC1)=O)=O